P(=O)(O)(OCCOC(C(=C)C)=O)OCCOC(C(=C)C)=O hydrogen di(methacryloxyethyl) phosphate